3-trimethoxysilylpropane CO[Si](CCC)(OC)OC